2-amino-4H,5H,6H-cyclopenta[b]thiophene-3,5-dicarboxylic acid 3,5-dimethyl ester COC(=O)C=1C2=C(SC1N)CC(C2)C(=O)OC